racemic-3-acetyl-2,2-dimethylcyclopropanecarboxylic acid C(C)(=O)C1C(C1C(=O)O)(C)C